C(=O)O.C(=O)O.NCC1=CC=C(C=C1)C=1N=C2SC3=C(N2C1)C=CC(=C3)C(=O)NCCCN3CCCCC3 2-(4-(aminomethyl)phenyl)-N-(3-(piperidin-1-yl)propyl)benzo[d]imidazo[2,1-b]thiazole-7-carboxamide diformate